COC(C(C(C)C)N1N=NC(=C1)COCCCC(=O)O)=O 4-((1-(1-methoxy-3-methyl-1-oxobutan-2-yl)-1H-1,2,3-triazol-4-yl)methoxy)butanoic acid